Diphosphorus pentaoxide O=P(=O)OP(=O)=O